NCC(CNC(C1=CC=C(C=C1)C(F)(F)C1=CC(=NC(=C1)Cl)N1CCN(CC1)S(=O)(=O)C1=CC=C(C=C1)N1C(CC(C1)N)=O)=O)O N-(3-amino-2-hydroxy-propyl)-4-[[2-[4-[4-(4-amino-2-oxo-pyrrolidin-1-yl)phenyl]sulfonylpiperazin-1-yl]-6-chloro-4-pyridyl]-difluoro-methyl]benzamide